Cl.O1CC(C1)N1CCN(CC1)C(C=CC#N)C 4-[4-(oxetan-3-yl)piperazin-1-yl]pent-2-enenitrile hydrochloride